CC=1C=C2C(C=C(OC2=C(C1)C(C)NC1=C(C(=O)O)C=CC=C1)C1=CC=C(C=C1)N1CC(OCC1)C)=O 2-((1-(6-Methyl-2-(4-(2-methylmorpholino)phenyl)-4-oxo-4H-chromen-8-yl)ethyl)amino)benzoic acid